methyl (E)-2-methyl-3-(5-methylfuran-2-yl)acrylate C/C(/C(=O)OC)=C\C=1OC(=CC1)C